1-([1,2,4]triazolo[4,3-a]pyrazin-8-yl)-N-benzyl-N-(pyridin-2-ylmethyl)methylamine N=1N=CN2C1C(=NC=C2)CN(CC2=NC=CC=C2)CC2=CC=CC=C2